3-trifluoromethyl-4-bromophenylthiophenol FC(C=1C=C(C=CC1Br)C1=C(C=CC=C1)S)(F)F